C(C)(C)(C)OC(=O)NCC#CC#CC1CCN(CC1)C(=O)OCC1C2=CC=CC=C2C=2C=CC=CC12 Fluoren-9-ylmethyl 4-{5-[(tert-butoxycarbonyl)amino]penta-1,3-diyn-1-yl}piperidine-1-carboxylate